CC1(NC(=NC(=C1)C)NC=1C=C(C2=C(CCO2)C1)N1CCNCC1)N 4,6-dimethyl-N2-(7-piperazin-1-yl-2,3-dihydrobenzofuran-5-yl)pyrimidine-2,4-diamine